CC=1C=C(C=C(C1)C)C=1C2=C(N=CN1)C(=CS2)C(C)C 4-(3,5-dimethylphenyl)-7-isopropylthieno[3,2-d]pyrimidine